2-((3R,4S)-3-aminotetrahydro-2H-pyran-4-yl)-3-bromo-5-chloro-N-(thiophen-2-ylmethyl)thieno[3,2-b]pyridin-7-amine trifluoroacetate FC(C(=O)O)(F)F.N[C@H]1COCC[C@@H]1C1=C(C2=NC(=CC(=C2S1)NCC=1SC=CC1)Cl)Br